N1N=NC=C1CC1N2CCC(C1=O)CC2 2-((1H-1,2,3-triazol-5-yl)methyl)quinuclidin-3-one